C1(=CC=CC=C1)N(CCOC1=CC=C(C=C1)CCCC(=O)O)C1=NC=CC=C1 4-(4-{2-[phenyl(pyridin-2-yl)amino]ethoxy}phenyl)butanoic acid